(2R,3R,4R,5R)-5-(6-benzoylamino-9H-purin-9-yl)-2-((bis(4-methoxyphenyl) (phenyl) methoxy) methyl)-4-fluorotetrahydrofuran-3-yl 2-cyanoethyl diisopropylphosphoramidite C(C)(C)N(P(O[C@@H]1[C@H](O[C@H]([C@@H]1F)N1C2=NC=NC(=C2N=C1)NC(C1=CC=CC=C1)=O)COC(C1=CC=CC=C1)(C1=CC=C(C=C1)OC)C1=CC=C(C=C1)OC)OCCC#N)C(C)C